ClC1=C(C(C(=O)[O-])=CC=C1)OF chlorofluorosalicylate